The molecule is a mycolate ester formed by esterification of (2R,3R)-3-hydroxy-2-tetradecyldocosanoic acid with the 6-OH of beta-D-glucose. It derives from a D-glucopyranose. CCCCCCCCCCCCCCCCCCC[C@H]([C@@H](CCCCCCCCCCCCCC)C(=O)OC[C@@H]1[C@H]([C@@H]([C@H]([C@@H](O1)O)O)O)O)O